(l)-3-[2-(2-chloro-4-cyanobenzoyl)-1,2,3,4-tetrahydroisoquinolin-5-yl]-3-(7-methoxy-1-methyl-1H-benzo[d][1,2,3]triazol-5-yl)propionic acid ethyl ester C(C)OC(CC(C1=CC2=C(N(N=N2)C)C(=C1)OC)C1=C2CCN(CC2=CC=C1)C(C1=C(C=C(C=C1)C#N)Cl)=O)=O